1-(4-chlorobutyl)-3,5-diphenyl-benzene ClCCCCC1=CC(=CC(=C1)C1=CC=CC=C1)C1=CC=CC=C1